4-(tetrahydro-2H-pyran-4-yl)thiazol-2-amine O1CCC(CC1)C=1N=C(SC1)N